O1[C@H](COCC1)CN1N=C2C3=C(C=CC2=C1)OC(=C3C(F)(F)F)C(=O)NCC=3N=COC3 2-{[(2S)-1,4-dioxan-2-yl]methyl}-N-[(1,3-oxazol-4-yl)methyl]-8-(trifluoromethyl)-2H-furo[2,3-g]indazole-7-carboxamide